COC(=O)C=1C=C2C=CC(=NC2=CC1)N1C(COCC1)(C)C 2-(3,3-Dimethylmorpholino)quinoline-6-carboxylic acid methyl ester